BrC=1N=C(C(N(C1)C)=O)NC1=CC(=C(C=C1)N1[C@H](CNCC1)C)[N+](=O)[O-] 5-bromo-1-methyl-3-([4-[(2S)-2-methylpiperazin-1-yl]-3-nitrophenyl]amino)pyrazin-2-one